C(C)(=O)OCCCCCCCCCCCCCCCCCCCCCC Docosyl acetate